7-[5-(2-ethylamino)-pentyloxy]-3-acetylcoumarin oxime CCNCCCCCOC1=CC=C2C=C(C(OC2=C1)=NO)C(C)=O